2-[3-ethylsulfanyl-4-[7-methyl-3-(trifluoromethyl)imidazo-[4,5-c]pyridazin-6-yl]phenyl]acetonitrile C(C)SC=1C=C(C=CC1C1=NC2=C(N=NC(=C2)C(F)(F)F)N1C)CC#N